5-chloro-2-((3S,4S,5R)-4-fluoro-3,5-dimethylpiperidin-1-yl)-6-((1-methyl-3-((R)-morpholin-2-ylmethoxy)-2-oxo-1,2-dihydroquinolin-6-yl)amino)nicotinonitrile ClC=1C(=NC(=C(C#N)C1)N1C[C@@H](C([C@@H](C1)C)F)C)NC=1C=C2C=C(C(N(C2=CC1)C)=O)OC[C@H]1CNCCO1